2-(8-(5-(((5-fluoro-2,3-dihydrobenzofuran-4-yl)methyl)amino)-[1,2,4]triazolo[4,3-c]pyrimidin-8-yl)-6-methyl-[1,2,4]triazolo[1,5-a]pyridin-5-yl)propan-2-ol FC=1C=CC2=C(CCO2)C1CNC1=NC=C(C=2N1C=NN2)C=2C=1N(C(=C(C2)C)C(C)(C)O)N=CN1